2-trifluoromethyl-chromen FC(C1OC2=CC=CC=C2C=C1)(F)F